5-(2-(2-(2-isopropylphenyl)pyrrolidin-1-yl)-7-Azaspiro[3.5]nonan-7-yl)picolinamide C(C)(C)C1=C(C=CC=C1)C1N(CCC1)C1CC2(C1)CCN(CC2)C=2C=CC(=NC2)C(=O)N